C(#C)C1=C2C(=CC(=CC2=CC=C1F)O)C1=C(C=2N=C(N=C(C2C=N1)N1[C@H](COCCC1)C)OC[C@]12CCCN2C[C@@H](C1)F)F 5-ethynyl-6-fluoro-4-(8-fluoro-2-(((2R,7aS)-2-fluorotetrahydro-1H-pyrrolizin-7a(5H)-yl)methoxy)-4-((S)-3-methyl-1,4-oxazepan-4-yl)pyrido[4,3-d]pyrimidin-7-yl)naphthalen-2-ol